Cl.O1CCN(CC1)CCOC1=CC=C(O[C@@H]2CN(CC2)C2=CC=C(C(=O)O)C=C2)C=C1 (S)-4-(3-(4-(2-morpholinoethoxy)phenoxy)pyrrolidin-1-yl)benzoate hydrochloride